4-[5-(aminomethyl)-2-(1-ethyl-3-methyl-1H-pyrazol-5-yl)-1,3-oxazol-4-yl]-1-methyl-1H-pyrazolo[4,3-c]pyridine-6-carboxamide NCC1=C(N=C(O1)C1=CC(=NN1CC)C)C1=NC(=CC2=C1C=NN2C)C(=O)N